[Si](C)(C)(C(C)(C)C)OC(CCCCC(=O)OCCC(CCCCCCC)CCCCC)CN(CCCCCCC(OCCC(CCCCCCC)CCCCC)=O)CCCOC(C1=CC=CC=C1)(C1=CC=CC=C1)C1=CC=C(C=C1)OC 3-pentyldecyl 6-((tert-butyldimethylsilyl)oxy)-7-((3-((4-methoxyphenyl)-diphenylmethoxy)propyl) (7-oxo-7-((3-pentyldecyl)oxy)heptyl)amino)heptanoate